C1(=CC(=CC=C1)CC(=O)ON1C(CCC1=O)=O)C1=CC=CC=C1 2,5-dioxopyrrolidin-1-yl 2-([1,1'-biphenyl]-3-yl)acetate